OC1=C(C(=O)O)C=C(C=C1)N=NC1=CC=C(C=C1)CO 2-hydroxy-5-((4-(hydroxymethyl)phenyl)diazenyl)benzoic acid